NCCNC(=O)C1CC(C1)NC(=O)C1=C(C=C(C=C1)NC(=O)C=1N(C(=CN1)C1=C(C(=C(C=C1)OC)F)F)C)CC N-[4-[[3-(2-aminoethylcarbamoyl)cyclobutyl]carbamoyl]-3-ethyl-phenyl]-5-(2,3-difluoro-4-methoxy-phenyl)-1-methyl-imidazole-2-carboxamide